C(C1=CC=CC=C1)N1N=C(C=C1C1CC1)CC1=NC(=NC=C1)N1C2CC(C1)(C2)CO [2-[4-[(1-benzyl-5-cyclopropyl-pyrazol-3-yl)methyl]pyrimidin-2-yl]-2-azabicyclo[2.1.1]hexan-4-yl]methanol